[(1S,2S)-2-(pyrimidine-2-ylmethoxy) cyclopentyl] acetate C(C)(=O)O[C@@H]1[C@H](CCC1)OCC1=NC=CC=N1